FC(C1=NN=C(O1)C=1C=NC(=NC1)NC=1C=C(C2=C(NC=N2)C1)C(F)(F)F)F N-(5-(5-(difluoromethyl)-1,3,4-oxadiazol-2-yl)pyrimidin-2-yl)-4-(trifluoromethyl)-1H-benzo[d]imidazol-6-amine